OC1=CC=2C(C3=CC=CC=C3SC2C=C1C)=O 2-hydroxy-3-methyl-9H-thioxanthone